3-cyano-N-((3aR,5s,6aS)-2-(5-(3-cyano-6-(1-methyl-1H-pyrazol-3-yl)pyrazolo[1,5-a]pyridin-4-yl)pyridin-2-yl)-5-methyloctahydrocyclopenta[c]pyrrol-5-yl)picolinamide C(#N)C=1C(=NC=CC1)C(=O)NC1(C[C@@H]2[C@@H](CN(C2)C2=NC=C(C=C2)C=2C=3N(C=C(C2)C2=NN(C=C2)C)N=CC3C#N)C1)C